zinc (II) (R)-(3-methoxy-2-methyl-3-oxopropyl) bromide COC([C@H](CBr)C)=O.[Zn+2]